6-bromo-4-[[(1R)-1-phenylethyl]amino]quinoline-3-carbonitrile BrC=1C=C2C(=C(C=NC2=CC1)C#N)N[C@H](C)C1=CC=CC=C1